FC(C1=NN=C(O1)C1=CC(=C(CN2N=NC(=C2)C2(COC2)O)C=C1)F)F 3-(1-(4-(5-(difluoromethyl)-1,3,4-oxadiazol-2-yl)-2-fluorobenzyl)-1H-1,2,3-triazol-4-yl)oxetan-3-ol